Cl.CCCCCCC(C)C(=O)N Octane-7-carboxamide hydrochloride